NC1=CC(=C(C(=C1)Cl)N1CCC(CC1)(O)CC(=O)OC(C)(C)C)Cl tert-butyl 2-(1-(4-amino-2,6-dichlorophenyl)-4-hydroxypiperidin-4-yl)acetate